6-(1-(5'-((bis(methyl-d3)amino)methyl)-7'-((2-(methylamino)-1H-imidazol-1-yl)methyl)-1'-oxo-1'H-spiro[cyclobutan-1,4'-isoquinoline]-2'(3'H)-yl)ethyl)-4-ethoxynicotinonitrile C([2H])([2H])([2H])N(C([2H])([2H])[2H])CC1=C2C3(CN(C(C2=CC(=C1)CN1C(=NC=C1)NC)=O)C(C)C1=NC=C(C#N)C(=C1)OCC)CCC3